diethyl 9-cyano-2,2,16,16-tetramethyl-9-tosylheptadecanedioate C(#N)C(CCCCCCC(C(=O)OCC)(C)C)(CCCCCCC(C(=O)OCC)(C)C)S(=O)(=O)C1=CC=C(C)C=C1